1-cyclopentyl-3-ethyl-7-(4-((4-(methylsulfonyl)piperidin-1-yl)methyl)phenyl)-3,6-dihydroimidazo[4,5-d]pyrrolo[2,3-b]pyridin-2(1H)-one C1(CCCC1)N1C(N(C=2C1=C1C(=NC2)NC(=C1)C1=CC=C(C=C1)CN1CCC(CC1)S(=O)(=O)C)CC)=O